CC1(C(NC2=C(O1)C=C(C=C2[N+](=O)[O-])S(=O)(=O)C2=C(C(=O)N)C=CC(=C2)N2CCC1(CC(C1)N1[C@@H](CCC1)C1=C(C=CC=C1)C(C)C)CC2)CN2CCOCC2)C ((2,2-dimethyl-3-(morpholinomethyl)-5-nitro-3,4-dihydro-2H-benzo[b][1,4]oxazin-7-yl)sulfonyl)-4-(2-((S)-2-(2-isopropylphenyl)pyrrolidin-1-yl)-7-azaspiro[3.5]nonan-7-yl)benzamide